COCCOCCOCCOC 1,2-bis-(2-methoxyethoxy)ethane